((2S,5S)-7-chloro-2,3-dihydro-2,5-methanobenzo[f][1,4]oxazepin-4(5H)-yl)(4-fluorobicyclo[2.2.1]heptan-1-yl)methanone ClC=1C=CC2=C([C@H]3N(C[C@@H](O2)C3)C(=O)C32CCC(CC3)(C2)F)C1